C(=O)C=1C=C2C(=C(C(NC2=CN1)=O)C#N)N1CCC(CC1)(C)OC 6-formyl-4-(4-methoxy-4-methylpiperidine-1-yl)-2-oxo-1,2-dihydro-1,7-naphthyridine-3-carbonitrile